tert-Butyl (S)-(3-(2-(benzyloxy)phenyl)-1-(methoxy(methyl)amino)-1-oxopropan-2-yl-1-13C)carbamate C(C1=CC=CC=C1)OC1=C(C=CC=C1)C[C@@H]([13C](=O)N(C)OC)NC(OC(C)(C)C)=O